NCCN1C(NC2(C1)CCN(CC2)C=2C=1N(C=CN2)C=NC1)=O 3-(2-aminoethyl)-8-(imidazo[1,5-a]pyrazin-8-yl)-1,3,8-triazaspiro[4.5]decan-2-one